FC1CN(CCC1C1=CC=C(C=C1)O)C(=O)OC(C)(C)C tert-butyl 3-fluoro-4-(4-hydroxyphenyl)piperidine-1-carboxylate